tert-Butyl 3-((2-((2,4-Dichlorophenoxy)methyl)oxazol-5-yl)methyl)azetidine-1-carboxylate ClC1=C(OCC=2OC(=CN2)CC2CN(C2)C(=O)OC(C)(C)C)C=CC(=C1)Cl